N-((7-(5-(difluoromethyl)-1,3,4-oxadiazol-2-yl)imidazo[1,2-a]pyridin-2-yl)methyl)-N-phenyl-1-propionylpiperidine-4-carboxamide FC(C1=NN=C(O1)C1=CC=2N(C=C1)C=C(N2)CN(C(=O)C2CCN(CC2)C(CC)=O)C2=CC=CC=C2)F